6-Chloro-4-[4-(methylamino)phenyl]coumarin ClC=1C=C2C(=CC(OC2=CC1)=O)C1=CC=C(C=C1)NC